C1(CC1)N1C(C(=CC(=C1)C=O)C(=O)[O-])=O 1-cyclopropyl-5-formyl-2-oxopyridine-3-carboxylate